C(C)(C)(C)OC(=O)N1CC(CC1)NC1=C2C(=NC=C1[N+](=O)[O-])N(C=C2)S(=O)(=O)C2=CC=CC=C2 3-((5-nitro-1-(phenylsulfonyl)-1H-pyrrolo[2,3-b]pyridin-4-yl)amino)pyrrolidine-1-carboxylic acid (S)-tert-butyl ester